CC1=NC=C(N=C1)N1C=NC(=C1C)C#C[Si](C)(C)C 2-methyl-5-(5-methyl-4-((trimethylsilyl)ethynyl)-1H-imidazol-1-yl)pyrazine